O1C(=NC2=C1C=CC=C2)C=2C=C(C(=NC2)C(C)C)N 5-(1,3-Benzooxazol-2-yl)-2-isopropylpyridin-3-amine